C(C)(SCCC(COS(=O)(=O)Cl)(C)C)=O S-(4-((chlorosulfonyl)oxy)-3,3-dimethylbutyl) ethanethioate